6-(7-(1-ethoxyvinyl)-9-methyl-2-(trifluoromethyl)imidazo[1,2-c]quinazolin-5-yl)-2-oxa-6-azaspiro[3.3]heptane C(C)OC(=C)C1=CC(=CC=2C=3N(C(=NC12)N1CC2(COC2)C1)C=C(N3)C(F)(F)F)C